N1(CCC1)C1=CC=C(C=N1)C=1C=C2C(=NC1)NC=C2C(=O)C=2C(=C(C(=CC2)F)NS(=O)(=O)CCC)F N-(3-(5-(6-(azetidin-1-yl)pyridin-3-yl)-1H-pyrrolo[2,3-b]pyridine-3-carbonyl)-2,6-difluorophenyl)propane-1-sulfonamide